CC1=NOC(=C1CN1C=2N(C3=CC=C(C=C3C1=O)S(=O)(=O)NC1(CC1)C)[C@@H](CN2)C#C)C (R)-4-((3,5-dimethylisoxazol-4-yl)methyl)-1-ethynyl-N-(1-methylcyclopropyl)-5-oxo-1,2,4,5-tetrahydroimidazo[1,2-a]quinazoline-7-sulfonamide